6-chloro-3-((1-(2-cyano-3-(6,6-difluoro-3-azabicyclo[3.1.1]heptan-3-yl)-7-methylquinoxalin-5-yl)ethyl)amino)picolinic acid ClC1=CC=C(C(=N1)C(=O)O)NC(C)C1=C2N=C(C(=NC2=CC(=C1)C)C#N)N1CC2C(C(C1)C2)(F)F